6-chloro-N-[5-(difluoromethoxy)-4,6-dimethoxy-pyrimidin-2-yl]-7-oxazol-5-yl-1H-indole-3-sulfonic acid amide ClC1=CC=C2C(=CNC2=C1C1=CN=CO1)S(=O)(=O)NC1=NC(=C(C(=N1)OC)OC(F)F)OC